ClC1(NN=C2C(CCCC2=C1)C)Cl 3-chloro-3-chloro-8-methyl-5,6,7,8-tetrahydrocinnoline